N-isopropyl-N-(2-(6-methoxy-1H-indol-3-yl)ethyl)propan-2-amine C(C)(C)N(C(C)C)CCC1=CNC2=CC(=CC=C12)OC